N1=C(C=CC=C1)NC(C(CCCCC#N)(C1=CC=C(C=C1)C)C#CC1=CC=CC=C1)=O N-(pyridin-2-yl)-6-cyano-2-(phenylethynyl)-2-(p-tolyl)hexanamide